C(CCC)C(COC(CCCCCCC(=O)N(CCN(C)C)C(CCCCC(=O)OCCCCCCCCCCCCC)CCCCCCCCCC)=O)CCCCCC Tridecyl 6-(8-((2-butyloctyl)oxy)-N-(2-(dimethylamino)ethyl)-8-oxooctanamido)-hexadecanoate